CC=1CS(=O)(=O)OC1 2-methyl-2-propene-1,3-sultone